C(C1=CC=CC=C1)C1(CC(=NO1)CNC(C1=C(C=CC(=C1)Cl)Cl)=O)C(=O)N[C@@H](CC(C)C)B(O)O ((1R)-1-(5-benzyl-3-((2,5-dichlorobenzamido)methyl)-4,5-dihydroisoxazole-5-carboxamido)-3-Methylbutyl)boronic acid